C1(CCCCC1)CN1C(=NC2=C1C=CC=C2)NC2=CC=C(C(=O)NO)C=C2 4-((1-(Cyclohexylmethyl)-1H-benzo[d]imidazol-2-yl)amino)-N-hydroxybenzoamide